2-(2,4-Dioxotetrahydropyrimidin-1(2H)-yl)-5-((4-(5-(5-methyl-5H-pyrido[4,3-b]indol-7-yl)pyridin-2-yl)piperazin-1-yl)methyl)isoindoline-1,3-dione O=C1N(CCC(N1)=O)N1C(C2=CC=C(C=C2C1=O)CN1CCN(CC1)C1=NC=C(C=C1)C=1C=CC=2C3=C(N(C2C1)C)C=CN=C3)=O